6'-(3,5-Dimethylisoxazol-4-yl)-2'-oxo-1',4'-dihydro-2'H-spiro[pyrrolidin-3,3'-chinolin]-1-carbonitril CC1=NOC(=C1C=1C=C2CC3(C(NC2=CC1)=O)CN(CC3)C#N)C